N'-(4-(3-(2-ethoxyethoxy)thietan-3-yl)-2,5-dimethylphenyl)-N-ethyl-N-methylformimidamide C(C)OCCOC1(CSC1)C1=CC(=C(C=C1C)N=CN(C)CC)C